C(=O)C=1C=CC(=C(C#N)C1)OCC1CCN(CC1)S(=O)(=O)C 5-Formyl-2-((1-(methylsulfonyl)piperidin-4-yl)-methoxy)benzonitrile